(heptafluoronaphthalene-1-yl)gallate FC=1C(=C(C(=C2C(=C(C(=C(C12)C1=C(C(=O)[O-])C=C(C(=C1O)O)O)F)F)F)F)F)F